1-heptanol N,N-diisooctylaminoacetate C(CCCCC(C)C)N(CCCCCC(C)C)CC(=O)OCCCCCCC